FC(CC=1C=C2C=C(NC2=CC1)C=O)(F)F 5-(trifluoroethyl)-1H-indole-2-carbaldehyde